C(=O)(OCC1C2=CC=CC=C2C2=CC=CC=C12)N[C@@H](C(C)C)C(=O)O N-FMOC-valine